[2H]C1(N(C(C(N(C1([2H])[2H])CC=1N=NC=CC1)(C([2H])([2H])[2H])[2H])([2H])[2H])C1=C(C(=CC(=C1)CC(C)C)F)C=1N=NNN1)[2H] 2,2,3,3,5,6,6-heptadeuterio-1-[3-fluoro-5-isobutyl-2-(2H-tetrazol-5-yl)-phenyl]-4-(pyridazin-3-ylmethyl)-5-(trideuteriometh-yl)piperazine